4-Cyclopropyl-N-((S)-(4,4-difluorocyclohexyl)(5-((R)-2-methoxy-1-((S)-2-oxo-4-(trifluoromethyl)imidazolidin-1-yl)ethyl)benzo[d]oxazol-2-yl)methyl)-1,2,5-oxadiazole-3-carboxamide C1(CC1)C=1C(=NON1)C(=O)N[C@H](C=1OC2=C(N1)C=C(C=C2)[C@H](COC)N2C(N[C@@H](C2)C(F)(F)F)=O)C2CCC(CC2)(F)F